2-((3-(1-(pyridin-3-ylmethyl)-1H-pyrazol-3-yl)-[1,1'-biphenyl]-4-yl)amino)ethane-1-sulfonyl fluoride N1=CC(=CC=C1)CN1N=C(C=C1)C=1C=C(C=CC1NCCS(=O)(=O)F)C1=CC=CC=C1